CC=1C=C(NC2=CC=CC(=N2)S(=O)(=O)NC(=O)C=2C(=NC=CC2)N2C(CC(C2)C)(C)C)C=CC1 N-[[6-(3-Methylanilino)-2-pyridyl]sulfonyl]-2-(2,2,4-trimethylpyrrolidin-1-yl)pyridin-3-carboxamid